C(C1=CC=CC=C1)C1=CN=C(S1)C1CN(CCS1(=O)=O)C(=O)OC(C)(C)C tert-butyl 2-(5-benzylthiazol-2-yl)thiomorpholine-4-carboxylate 1,1-dioxide